C(C)(C)OC1=CC=2N(C=C1C(=O)NC=1C=NN3C1N=CC(=C3)C)C=C(N2)[C@@]23CO[C@@](CC2)(C3)C 7-isopropoxy-2-((1S,4R)-1-methyl-2-oxabicyclo[2.2.1]hept-4-yl)-N-(6-methylpyrazolo[1,5-a]pyrimidin-3-yl)imidazo[1,2-a]pyridine-6-carboxamide